1-(3-Methylphenyl)-3-{3-[2-oxo-2-(1H-pyrazol-1-yl)ethoxy]-4-phenoxyphenyl}-1,3,5-triazinan-2,4,6-trion CC=1C=C(C=CC1)N1C(N(C(NC1=O)=O)C1=CC(=C(C=C1)OC1=CC=CC=C1)OCC(N1N=CC=C1)=O)=O